N-((1,2,3,5,6,7-hexahydro-s-indacen-4-yl)carbamoyl)-1-(1-methylpiperidin-4-yl)-1H-pyrazole-3-sulfonamide C1CCC2=C(C=3CCCC3C=C12)NC(=O)NS(=O)(=O)C1=NN(C=C1)C1CCN(CC1)C